NC1=CC=C(C=N1)C=CC(=O)NCC1=NN2C(C=C(C=C2C2=CC=C(C=C2)F)C2=C(C(=O)O)C=CC=C2)=C1 (2-((3-(6-aminopyridin-3-yl)acrylamido)methyl)-7-(4-fluorophenyl)pyrazolo[1,5-a]pyridin-5-yl)benzoic acid